CC1=CC=C(C[N+]2=CC3=C(C=C2)N=CS3)C=C1 5-(4-methylbenzyl)thiazolo[5,4-c]pyridin-5-ium